N-(6-methoxy-1-methylindazol-7-yl)-1-{4-[(1R)-1-methoxypropyl]pyridin-2-yl}pyrazole-4-sulfonamide COC1=CC=C2C=NN(C2=C1NS(=O)(=O)C=1C=NN(C1)C1=NC=CC(=C1)[C@@H](CC)OC)C